C(C)(C)(C)OC(=O)NC(C(=O)O)CC1=CN=CO1 2-(tert-butoxycarbonylamino)-3-oxazol-5-yl-propanoic acid